C1(CC1)C=1SC(=CN1)C=1C=C(C=CC1)N(C(=O)[C@@H]1CC[C@H](CC1)NC(CS(=O)C)=O)C[C@@H]1CC[C@H](CC1)C1=CC(=C(C=C1)OC)C trans-N-(3-(2-Cyclopropylthiazol-5-yl)phenyl)-N-((trans-4-(4-methoxy-3-methylphenyl)cyclohexyl)methyl)-4-(2-(methylsulfinyl)acetamido)cyclohexanecarboxamide